BrC(C=1C=CC2=CN(N=C2C1)C)([2H])[2H] 6-(bromomethyl-d2)-2-methyl-2H-indazole